tert-butyl (S)-2-(2,3,9-trimethyl-4-(4-(3-((methylsulfonyl)oxy)prop-1-yn-1-yl)phenyl)-6H-thieno[3,2-f][1,2,4]triazolo[4,3-a][1,4]diazepin-6-yl)acetate CC1=C(C=2C(=N[C@H](C=3N(C2S1)C(=NN3)C)CC(=O)OC(C)(C)C)C3=CC=C(C=C3)C#CCOS(=O)(=O)C)C